N-(4-trifluoromethoxyphenyl)-3-(3-methoxy-4-((2-methyl-6-(trifluoromethyl)pyrimidin-4-yl)oxy)phenyl)acrylamide FC(OC1=CC=C(C=C1)NC(C=CC1=CC(=C(C=C1)OC1=NC(=NC(=C1)C(F)(F)F)C)OC)=O)(F)F